thiobis(propane-1,2-dithiol) S(CC(CS)S)CC(CS)S